(S)-8-(1-(2,2-difluoroethyl)-1H-pyrazolo[3,4-b]pyrazin-6-yl)-1-ethyl-2-(2-(trifluoromethyl)pyridin-4-yl)-2,8-diazaspiro[4.5]decan-3-one FC(CN1N=CC=2C1=NC(=CN2)N2CCC1(CC(N([C@H]1CC)C1=CC(=NC=C1)C(F)(F)F)=O)CC2)F